NC1=NC(N(C=C1)[C@H]1[C@H]([C@@H]([C@H](O1)COC(C1=CC=CC=C1)=O)OC(C1=CC=CC=C1)=O)F)=O benzoic acid (2R,3R,4S,5R)-5-(4-amino-2-oxopyrimidin-1(2H)-yl)-2-((benzoyloxy) methyl)-4-fluorotetrahydrofuran-3-yl ester